1-bromo-8-chloro-N-(3-cyanooxacyclobutan-3-yl)-3-(5-(difluoromethyl)-1,3,4-thiadiazol-2-yl)imidazo[1,5-a]pyridine-6-sulfonamide BrC=1N=C(N2C1C(=CC(=C2)S(=O)(=O)NC2(COC2)C#N)Cl)C=2SC(=NN2)C(F)F